4-ethyl-4-vinylbenzene C(C)C1(CC=CC=C1)C=C